4-(4-amino-2-ethyl-1H-imidazo[4,5-c]quinolin-1-yl)butan NC1=NC=2C=CC=CC2C2=C1N=C(N2CCCC)CC